ClC1=C(COC=2C=C3C(CC(C3=CC2)N2CCC(CC2)C(=O)OC)(C)C)C(=CC=C1)Cl methyl 1-(5-((2,6-dichlorobenzyl)oxy)-3,3-dimethyl-2,3-dihydro-1H-inden-1-yl)piperidine-4-carboxylate